3-bromo-3,3-difluoroprop-1-ene BrC(C=C)(F)F